dipentaerythritol nonanoate C(CCCCCCCC)(=O)OCC(CO)(COCC(CO)(CO)CO)CO